BrC1=C(C=NN(C1=O)C)N[C@@H]1C[C@@H](CN(C1)C)C1=CC=C(C(=O)N2CC(C2)OC=2C=C(C=CC2)C2C(NC(CC2)=O)=O)C=C1 3-[3-[1-[4-[(3R,5R)-5-[(5-bromo-1-methyl-6-oxo-pyridazin-4-yl)amino]-1-methyl-3-piperidyl]benzoyl]azetidin-3-yl]oxyphenyl]piperidine-2,6-dione